ethyl butyl disulfone C(CCC)S(=O)(=O)S(=O)(=O)CC